N-(piperidin-4-yl)cyclopentylamide hydrochloride Cl.N1CCC(CC1)[N-]C1CCCC1